7-(8-ethynyl-7-fluoro-3-hydroxynaphthalen-1-yl)-6-fluoro-1-(2-isopropyl-4-methylpyridin-3-yl)-4-(5-oxa-2,8-diazaspiro[3.5]nonan-8-yl)pyrido[2,3-d]pyrimidin-2(1H)-one C(#C)C=1C(=CC=C2C=C(C=C(C12)C=1C(=CC2=C(N(C(N=C2N2CCOC3(CNC3)C2)=O)C=2C(=NC=CC2C)C(C)C)N1)F)O)F